(E)-4,5-dihydro-1,2,4-oxadiazine O1N=CNCC1